C(C)(C)(C)N(C(O)=O)CC=1OC2=C(C1)C=C(C=C2C#N)Cl.C(C)N(N)C2=CC=C(C=C2)C 1-ethyl-1-(p-tolyl)hydrazine tert-butyl-((5-chloro-7-cyanobenzofuran-2-yl)methyl)carbamate